(4-(1-isopropyl-4-(trifluoromethyl)-1H-imidazol-2-yl)benzyl)-4-(1-isopropyl-4-methyl-1H-pyrazol-5-yl)-2,6,7,8-tetrahydropyrazolo[3,4,5-de]quinazoline C(C)(C)N1C(=NC(=C1)C(F)(F)F)C1=CC=C(CN2N=C3C4=C2N=C(N=C4CCC3)C3=C(C=NN3C(C)C)C)C=C1